BrC1=C(C(=CC(=C1)[N+](=O)[O-])CN(CC)CC)O 2-Bromo-6-((diethylamino)methyl)-4-nitrophenol